(3R)-8-(6-tert-butyl-5-fluoropyridin-3-yl)-6-imino-3-methyl-2H,3H,4H,6H-pyrimido[2,1-b][1,3]thiazine-7-carbonitrile C(C)(C)(C)C1=C(C=C(C=N1)C=1N=C2SC[C@@H](CN2C(C1C#N)=N)C)F